Methyl 2-[6-(1,1-difluoroethyl) pyridin-3-yl]-5-[({1-[2-fluoro-4-(trifluoromethyl) phenyl]cyclopropyl}carbonyl) amino]benzoate FC(C)(F)C1=CC=C(C=N1)C1=C(C(=O)OC)C=C(C=C1)NC(=O)C1(CC1)C1=C(C=C(C=C1)C(F)(F)F)F